CC1=C(C=C(C(=C1)OC1=CC(=CC=C1)SC(C(F)(F)F)(F)F)C)N=CN(C)CC N'-(2,5-dimethyl-4-{3-[(pentafluoroethyl)-sulfanyl]phenoxy}phenyl)-N-ethyl-N-methylimidoformamide